[K+].N[C@@H](C)C(=O)[O-] L-alanine potassium salt